tin ditelluride [Sn](=[Te])=[Te]